8,9-dichloro-2,3,4,5-tetrahydro-1H-2-benzazepine ClC1=C(C2=C(CCCNC2)C=C1)Cl